(S,E)-6-(4-(1H-imidazol-1-yl)but-2-enoyl)-4-(2-(1-ethyl-3-(trifluoromethyl)-1H-pyrazol-4-yl)phenyl)-4,5,6,7-tetrahydrothieno[2,3-c]pyridine-2-carbonitrile N1(C=NC=C1)C/C=C/C(=O)N1CC2=C([C@@H](C1)C1=C(C=CC=C1)C=1C(=NN(C1)CC)C(F)(F)F)C=C(S2)C#N